FC1=CC=C(C=C1)C(C#N)=C1CCN(CC1)C(=O)N1CC2=C(CC1)NC=N2 2-(4-fluorophenyl)-2-(1-(4,5,6,7-tetrahydro-1H-imidazo[4,5-c]pyridine-5-carbonyl)piperidin-4-ylidene)acetonitrile